CC1=CC=C(C=C1)S(=O)(=O)OC1=CC(=C(C=C1)C1=CC=C(C=C1)NC(=O)C=1C=C(C(=CC1)OC)C1=CC(=CC=C1)OC)OCOC 4'-(3',6-dimethoxy-[1,1'-biphenyl]-3-carboxamido)-2-(methoxymethoxy)-[1,1'-biphenyl]-4-yl 4-methylbenzenesulfonate